(2-((5-(6-ethyl-2,6-diazaspiro[3.3]hept-2-yl)pyridin-2-yl)amino)-5-fluoropyrimidin-4-yl)-2'-methyl-2',3'-dihydro-1'H-spiro[cyclopentane-1,4'-isoquinoline]-1'-one C(C)N1CC2(CN(C2)C=2C=CC(=NC2)NC2=NC=C(C(=N2)C2N(C(C3=CC=CC=C3C23CCCC3)=O)C)F)C1